2-(3-(cyclopentyloxy)-4-methoxyphenyl)acetic acid C1(CCCC1)OC=1C=C(C=CC1OC)CC(=O)O